C1(=CC=CC=C1)C1=NC(=NC(=N1)C1=CC=CC=C1)C1=CC=C(C=C1)B1OC(C(O1)(C)C)(C)C 2,4-diphenyl-6-[4-(4,4,5,5-tetramethyl-1,3,2-dioxaborolan-2-yl)phenyl]-s-triazine